FC(C=1C(NN=CC1OCCOCCS(=O)(=O)N1CCN(CC1)C1=NC=C(C=N1)C(F)(F)F)=O)(F)F 4-(Trifluoromethyl)-5-(2-(2-((4-(5-(trifluoromethyl)pyrimidin-2-yl)piperazin-1-yl)sulfonyl)ethoxy)ethoxy)pyridazin-3(2H)-one